C(C)(C)(C)NCC(O)C=1OC2=C(C1)C=CC=C2CC 2-(tert-butylamino)-1-(7-ethyl-1-benzofuran-2-yl)ethan-1-ol